C1(=CC=CC=C1)C1=NC=C(C=N1)OC1CNCC1 3-((2-phenylpyrimidin-5-yl)oxy)pyrrolidin